dibutoxy(methyl)fluorosilane C(CCC)O[Si](F)(C)OCCCC